C(OC1=NC(=NC(=C1F)NC1=NNC(=C1)C)N(C1C2CC3CC(CC1C3)(C2)O)C)(OC(CC)C)=O (5-fluoro-6-[(5-methyl-1H-pyrazol-3-yl) amino]-2-(methyl [5-hydroxyadamantan-2-yl] amino) pyrimidin-4-yl) methylpropan-2-yl carbonate